NCCNCCC[Si](OCC)(OCC)OCC (2-aminoethyl)aminopropyl-triethoxysilane